FC=1C=C(CN2C3(CN(C3)C=O)C(N(CC2=O)C2CCC(CC2)C)=O)C=CC1F 5-(3,4-difluorobenzyl)-8-((1r,4r)-4-methylcyclohexyl)-6,9-dioxo-2,5,8-triazaspiro[3.5]nonane-2-carbaldehyde